3-(4-((4-Aminobutyl)(isopropyl)amino)-1-oxoisoindolin-2-yl)piperidine-2,6-dione hydrochloride Cl.NCCCCN(C1=C2CN(C(C2=CC=C1)=O)C1C(NC(CC1)=O)=O)C(C)C